CN(S(=O)(=O)NC1=NC=CC(=C1F)CN1C(OC2=C(C=CC(=C2)OC=2N=NC=CC2)C12CCC2)=O)C 3-{[2-(dimethylaminosulfonylamino)-3-fluoro-4-pyridyl]methyl}-7-(3-pyridazinyloxy)-2H,3H-spiro[1,3-benzoxazine-4,1'-cyclobutan]-2-one